C(N)(=O)C=1C=C2C(=CC=NC2=CC1OC)OC1=CC=C(C=C1)C1C(C1)(C(=O)NC1=CC=C(C=C1)F)C(=O)N (4-((6-carbamoyl-7-methoxyquinolin-4-yl)oxy)phenyl)-N-(4-fluorophenyl)cyclopropane-1,1-dicarboxamide